O=C(NCC(=O)O)NCCNC(NCC(=O)O)=O 4,9-dioxo-3,5,8,10-tetraazadodecanedioic acid